5-(((1R,5S,8r)-3-benzyl-3-azabicyclo[3.2.1]oct-8-yl)(methyl)amino)-4-methyl-N-(thiazol-4-yl)pyridine-2-sulfonamide trifluoroacetate salt FC(C(=O)O)(F)F.C(C1=CC=CC=C1)N1C[C@H]2CC[C@@H](C1)C2N(C=2C(=CC(=NC2)S(=O)(=O)NC=2N=CSC2)C)C